N(=NC(C#N)(CC(C)(OC)C)C)C(C#N)(CC(C)(C)OC)C 2,2'-Azobis(4-methoxy-2,4-dimethylvaleronitrile)